O=C1N[C@H]2[C@@H](OC1)CCN(C2)C(=O)N2CC(C2)C2=CC=C(C=C2)B(O)O [4-[1-[(4aR,8aS)-3-Oxo-4,4a,5,7,8,8a-hexahydropyrido[4,3-b][1,4]oxazine-6-carbonyl]azetidin-3-yl]phenyl]boronic acid